ClC1=C(C=C(C(=N1)C(=O)OC)C(Br)Br)F Methyl 6-chloro-3-(dibromomethyl)-5-fluoropicolinate